tert-butyl-4-(bis(4-fluorophenyl)methyl)-3-(methoxymethyl)piperazine-1-carboxylate C(C)(C)(C)OC(=O)N1CC(N(CC1)C(C1=CC=C(C=C1)F)C1=CC=C(C=C1)F)COC